(S)-N-(4-methoxyphenyl)-N-methyl-3-phenyl-2-(2-(phenylsulfonylamino)acetylamino)propionamide COC1=CC=C(C=C1)N(C([C@H](CC1=CC=CC=C1)NC(CNS(=O)(=O)C1=CC=CC=C1)=O)=O)C